(4-((4-Chloro-5-(trifluoromethyl)pyrimidin-2-yl)amino)-2-fluorophenyl)methanol ClC1=NC(=NC=C1C(F)(F)F)NC1=CC(=C(C=C1)CO)F